BrC=1C=C(C(=NC1)[N+](=O)[O-])O[C@H](C)C=1C=NC=NC1 |r| (rac)-5-{1-[(5-bromo-2-nitropyridin-3-yl)oxy]ethyl}pyrimidine